tert-butyl (4-(6-cyano-1-cyclobutyl-5-fluoro-1H-indol-2-yl)phenyl)carbamate C(#N)C1=C(C=C2C=C(N(C2=C1)C1CCC1)C1=CC=C(C=C1)NC(OC(C)(C)C)=O)F